2-(((1r,4r)-4-(((4-fluorophenyl)(5-methylthiophen-2-yl)carbamoyloxy)methyl)cyclohexyl)methoxy)acetic acid FC1=CC=C(C=C1)N(C(=O)OCC1CCC(CC1)COCC(=O)O)C=1SC(=CC1)C